NC1=NC2=CC(=CC=C2C=C1)CN(C(=O)C=1C=NC=CC1)C1=C(C=C(C=C1)F)C(F)(F)F N-[(2-aminoquinolin-7-yl)methyl]-N-[4-fluoro-2-(trifluoromethyl)phenyl]pyridine-3-carboxamide